IC1=CC=2C(=NC=CC2NC=2C=CC3=C(N=CS3)C2)S1 N-(2-iodothieno[2,3-b]pyridin-4-yl)benzo[d]thiazol-5-amine